ClC1=C(C(=CC=C1)C(F)(F)F)N1C=2N(C3=C(C1=O)C=NC(=N3)NC3=CC(=C(C=C3)N3CCN(CC3)C)C)CCN2 6-(2-chloro-6-trifluoromethylphenyl)-2-((3-methyl-4-(4-methylpiperazin-1-yl)phenyl)amino)-8,9-dihydroimidazo[1,2-a]pyrimido[5,4-e]pyrimidin-5(6H)-one